C(CC)C(CC1=CC=CC=C1)O propylphenethyl alcohol